(1S)-1-(3-(3-methylpiperidin-1-yl)-1,2,4-oxadiazol-5-yl)ethan-1-amine CC1CN(CCC1)C1=NOC(=N1)[C@H](C)N